((1-((3-((2-fluorophenyl)sulfonamido)-4-methoxybenzo[d]isoxazol-6-yl)methyl)-1H-pyrazol-3-yl)methyl)acrylamide FC1=C(C=CC=C1)S(=O)(=O)NC1=NOC2=C1C(=CC(=C2)CN2N=C(C=C2)CC(C(=O)N)=C)OC